chloro-[1,1'-biphenyl]-4-amine ClC1=C(C=CC(=C1)N)C1=CC=CC=C1